(S)-3-(4-acetylamino-1H-pyrazol-1-yl)-N-(4-cyano-3-(trifluoromethyl)phenyl)-2-hydroxy-2-methylpropanamide C(C)(=O)NC=1C=NN(C1)C[C@](C(=O)NC1=CC(=C(C=C1)C#N)C(F)(F)F)(C)O